2,3,4-trifluoro-6-(methoxycarbonyl)benzoic acid FC1=C(C(=O)O)C(=CC(=C1F)F)C(=O)OC